O[C@@H](CCNC(OC(C)(C)C)=O)C (R)-tert-butyl (3-hydroxybutyl)carbamate